ClC1=NNC2=CC(=CC=C12)CN1CCC2(CC1)COC1=C3CN(C(C3=CC=C12)=O)C1C(NC(CC1)=O)=O 3-(1'-((3-chloro-1H-indazol-6-yl)methyl)-6-oxo-6,8-dihydro-2H,7H-spiro[furo[2,3-e]isoindole-3,4'-piperidin]-7-yl)piperidine-2,6-dione